N(=[N+]=[N-])C1CN(CC1)C=1C2=C(N=C(N1)C(C1=CC=CC=C1)(F)F)N(N=N2)CC2=NON=C2C 7-(3-azidopyrrolidin-1-yl)-5-[difluoro(phenyl)methyl]-3-[(4-methyl-1,2,5-Oxadiazol-3-yl)methyl]-3H-[1,2,3]Triazolo[4,5-d]Pyrimidine